ClC1=CC=C2CCCC(C2=C1)=O 7-chloro-3,4-dihydro-2H-naphthalen-1-one